1-ethyl-2-((E)-2-((E)-3-((E)-2-(1-ethyl-3,3-dimethylindolin-2-ylidene)ethylidene)-2-((4-hydroxyphenyl)amino)cyclohex-1-en-1-yl)vinyl)-3,3-dimethyl-3H-indol-1-ium iodide [I-].C(C)[N+]1=C(C(C2=CC=CC=C12)(C)C)\C=C\C1=C(/C(/CCC1)=C/C=C\1/N(C2=CC=CC=C2C1(C)C)CC)NC1=CC=C(C=C1)O